(E)-1-(5-fluoro-2-methylstyryl)isoquinoline FC=1C=CC(=C(/C=C/C2=NC=CC3=CC=CC=C23)C1)C